4-(Methylenedioxy)phenyl-boronic acid C1OC2=CC=C(C=C2O1)B(O)O